C(C)(=O)OC1[C@@H](OC(C)=O)[C@H](OC(C)=O)[C@H](OC(C)=O)[C@@H](O1)C 1,2,3,4-tetra-O-acetylfucopyranose